N-(2-(4,4-difluorocyclohexyl)-4-(tetrahydro-2H-pyran-2-yl)pyridin-3-yl)-2-isopropylpyrimidine-5-carboxamide FC1(CCC(CC1)C1=NC=CC(=C1NC(=O)C=1C=NC(=NC1)C(C)C)C1OCCCC1)F